FC(C=1C=C(C(=O)N[C@@H](C)C2=NC(=NN2C2=NC=C(C(=O)N(C)CC)C=C2)N(C)C)C=C(C1)C(F)(F)F)(F)F 6-[5-{(1S)-1-[3,5-bis(trifluoromethyl)benzamido]ethyl}-3-(dimethylamino)-1H-1,2,4-triazol-1-yl]-N-ethyl-N-methylnicotinamide